FC1=C(C=CC=C1)C1=CC(=CC=C1)CC1N(CC2(CC2)C1NS(=O)(=O)C)C(C(C)C)=O N-(6-((2'-fluoro-[1,1'-biphenyl]-3-yl)methyl)-5-isobutyryl-5-azaspiro[2.4]heptan-7-yl)methanesulfonamide